methyl 1-(2-bromo-4-chlorophenyl)-1H-1,2,3-triazole-4-carboxylate BrC1=C(C=CC(=C1)Cl)N1N=NC(=C1)C(=O)OC